ClC=1C=C(C=CC1)[C@@H]1[C@H](C1)C1=NC2=CC(=NC=C2C(=C1)OC)N=C(C1=CC=CC=C1)C1=CC=CC=C1 N-(2-((1S,2S)-2-(3-chlorophenyl)cyclopropyl)-4-methoxy-1,6-naphthyridin-7-yl)-1,1-diphenylmethanimine